ClC=1C(N(C(=NC1[C@@H]1[C@H](C1)C=1C=NC=C(C1)F)C)C1=C(C(=NC=C1C)Cl)F)=O 5-chloro-3-(2-chloro-3-fluoro-5-methylpyridin-4-yl)-6-((1S,2S)-2-(5-fluoropyridin-3-yl)cyclopropyl)-2-methylpyrimidin-4(3H)-one